[I-].C(=C)C1=CC=C(C[N+](C)(C)C)C=C1 4-vinylbenzyltrimethylammonium iodide